3-(6-piperazin-1-yl-3-pyridyl)piperidine-2,6-dione TFA salt OC(=O)C(F)(F)F.N1(CCNCC1)C1=CC=C(C=N1)C1C(NC(CC1)=O)=O